[N+](=O)([O-])C1=C2NCCN(C2=CC=C1)CC(=O)OC methyl 2-(5-nitro-3,4-dihydro-2H-quinoxalin-1-yl)acetate